6-aza-7,7-dimethylspiro[4.5]decane CC1(NC2(CCCC2)CCC1)C